FC(CC(CN1N=CC(=C1)C=1N=C(C=2N(C1)N=CC2)C=2C=NN(C2)C(CC)CC)O)(F)F 4,4,4-trifluoro-1-(4-(4-(1-(pentan-3-yl)-1H-pyrazol-4-yl)pyrazolo[1,5-a]pyrazin-6-yl)-1H-pyrazol-1-yl)butan-2-ol